COC(=O)C1=NC(=CN=C1OC1=C(C(=C(C=C1)F)F)OC)I 3-(3,4-difluoro-2-methoxy-phenoxy)-6-iodo-pyrazine-2-carboxylic acid methyl ester